behenyl-dimethyl-benzyl-ammonium chloride [Cl-].C(CCCCCCCCCCCCCCCCCCCCC)[N+](CC1=CC=CC=C1)(C)C